1-(tert-butyl) 2-methyl (2R,4R)-4-aminopyrrolidine-1,2-dicarboxylate hydrochloride Cl.N[C@@H]1C[C@@H](N(C1)C(=O)OC(C)(C)C)C(=O)OC